4-(3-fluorobenzyl)piperidin-4-ol hydrochloride Cl.FC=1C=C(CC2(CCNCC2)O)C=CC1